(4-fluoro-3-nitrophenyl)-1-morpholinoethane-1-one FC1=C(C=C(C=C1)CC(=O)N1CCOCC1)[N+](=O)[O-]